BrC1=C(C=NN1COCC[Si](C)(C)C)O[C@@H]1CN(CC1)C(=O)OC(C)(C)C Tert-butyl (S)-3-((5-bromo-1-((2-(trimethylsilyl)ethoxy)methyl)-1H-pyrazol-4-yl)oxy)pyrrolidine-1-carboxylate